(5-((tetrahydro-2H-pyran-4-yl)oxy)pyridin-2-yl)methanol O1CCC(CC1)OC=1C=CC(=NC1)CO